COC1=C(C[C@@H]2[C@@H]3C[C@@H]3CN2C2=CC(=CC(N2)=O)N2CCOCC2)C=CC=C1 6-((1R,2R,5S)-2-(2-methoxybenzyl)-3-azabicyclo[3.1.0]hexan-3-yl)-4-morpholinopyridin-2(1H)-one